Thiazolo[3,2-a][1,8]Naphthyridine-6-carboxamide N1=CC=CC=2C=C(C3N(C12)C=CS3)C(=O)N